(R)-7-(2-((7-ethyl-1,2,3,4-tetrahydroisoquinolin-6-yl)amino)-5-(trifluoromethyl)pyrimidin-4-yl)-5-methyl-2,3-dihydro-5H-thieno[3,2-e][1,4]oxathiepine 1,1-dioxide C(C)C1=C(C=C2CCNCC2=C1)NC1=NC=C(C(=N1)C1=CC=2S(CCO[C@@H](C2S1)C)(=O)=O)C(F)(F)F